O[C@@H]1CC[C@H](CC1)N1C(C=2C=C(C=CC2C2=C1N=C(N=C2)NCCC(C)C)CN2CCN(CC2)C2=CC=NC=C2)=O trans-5-(4-Hydroxycyclohexyl)-3-(isopentylamino)-8-((4-(pyridin-4-yl)piperazin-1-yl)methyl)pyrimido[4,5-c]isoquinolin-6(5H)-one